6-(3-methoxytetrahydrofuran-3-yl)-4-methylpyridin-2-amine COC1(COCC1)C1=CC(=CC(=N1)N)C